C(=C)[SiH3] vinyl-Silane